(3-(3-(4-((4H-1,2,4-triazol-4-yl)methyl)benzyl)isoxazol-5-yl)-2-aminopyridin-1-ium-1-yl)methyl hydrogen phosphate P(=O)(OC[N+]1=C(C(=CC=C1)C1=CC(=NO1)CC1=CC=C(C=C1)CN1C=NN=C1)N)(O)[O-]